O1COC2=C1C=CC(=C2)CC(C)N(C)C(=O)OCC(C(=O)O)(CC(=O)O)C(C)(C)C.ClC2=CC(=NC=C2C=C)N2CCOCC2 4-(4-chloro-5-vinyl-2-pyridyl)morpholine {[2-(2H-1,3-benzodioxol-5-yl)-1-methylethyl]-N-methylaminocarbonyloxy}methyl-tert-butyl-succinate